OC(CCCCC(=O)O)CCCCCCCCCCCCCCC 6-Hydroxy-heneicosanoic acid